2-(2-(4-(quinolin-6-ylazo)phenoxy)ethoxy)ethan-1-ol N1=CC=CC2=CC(=CC=C12)N=NC1=CC=C(OCCOCCO)C=C1